4-(5-cyano-2-methoxyphenyl)-6-methyl-N-(5-(2-methylisonicotinoyl)-5,6-dihydro-4H-pyrrolo[3,4-d]thiazol-2-yl)nicotinamide C(#N)C=1C=CC(=C(C1)C1=CC(=NC=C1C(=O)NC=1SC2=C(N1)CN(C2)C(C2=CC(=NC=C2)C)=O)C)OC